4-(3-(benzo[d]oxazol-2-yl)-2-methoxyphenylamino)-2-(1-methyl-3-phenyl-1H-pyrazol-5-ylamino)pyrimidine-5-carboxylic acid O1C(=NC2=C1C=CC=C2)C=2C(=C(C=CC2)NC2=NC(=NC=C2C(=O)O)NC2=CC(=NN2C)C2=CC=CC=C2)OC